7-(4-(4-(benzo[b]thiophen-4-yl)piperazin-1-yl)butoxy)quinolin-2-yl cyclopentanecarboxylate C1(CCCC1)C(=O)OC1=NC2=CC(=CC=C2C=C1)OCCCCN1CCN(CC1)C1=CC=CC=2SC=CC21